Di-(2-propylhexyl)-terephthalate C(CC)C(COC(C1=CC=C(C(=O)OCC(CCCC)CCC)C=C1)=O)CCCC